FC=1C=2N(C=C(C1)NC(=O)C=1C=CC(=C3C=CC(=NC13)OC)C=1CCN(CC1)C(=O)OC(C)(C)C)C=C(N2)C tert-butyl 4-[8-[(8-fluoro-2-methyl-imidazo[1,2-a]pyridin-6-yl)carbamoyl]-2-methoxy-5-quinolyl]-3,6-dihydro-2H-pyridine-1-carboxylate